(2,4-dimethoxypyrimidin-5-yl)boron COC1=NC=C(C(=N1)OC)[B]